2',3',6',7',8',8a'-hexahydro-5'H-spiro[1H-indol-3,1'-indolizine]-2-one C12(CCN3CCCCC13)C(NC1=CC=CC=C12)=O